FC=1C(=CC(=C(OCC(=O)O)C1)[N+](=O)[O-])[N+](=O)[O-] 2-(5-fluoro-2,4-dinitrophenoxy)acetic acid